4-oxo-4H-pyrido[1,2-a]pyrimidine-2-carboxamide O=C1C=C(N=C2N1C=CC=C2)C(=O)N